(S)-2-((2-((1-methoxy-3,3-dimethyl-1,3-dihydrobenzo[c][1,2]oxaborol-5-yl)amino)-5-(3-(pyridin-3-yl)-1,2,4-oxadiazol-5-yl)pyrimidin-4-yl)amino)-2-phenylethan-1-ol COB1OC(C2=C1C=CC(=C2)NC2=NC=C(C(=N2)N[C@H](CO)C2=CC=CC=C2)C2=NC(=NO2)C=2C=NC=CC2)(C)C